NC=1C(=NC(=CC1)Cl)CNCC(=O)OC methyl 2-{[(3-amino-6-chloropyridin-2-yl)methyl]amino}acetate